6-(1-methyl-1H-pyrazol-4-yl)-N-(2-methyl-5-((2S,4R)-4-methylpyrrolidine-2-carboxamido)pyridin-3-yl)pyrazolo[1,5-a]pyrazine-3-carboxamide CN1N=CC(=C1)C=1N=CC=2N(C1)N=CC2C(=O)NC=2C(=NC=C(C2)NC(=O)[C@H]2NC[C@@H](C2)C)C